2-(2,6-diisopropylphenyl)-N-((4-oxo-5,6,7,8-tetrahydro-4H-5,8-methano-cyclohepta[b]furan-2-yl)sulfonyl)acetamide C(C)(C)C1=C(C(=CC=C1)C(C)C)CC(=O)NS(=O)(=O)C1=CC2=C(O1)C1CCC(C2=O)C1